C(C)(C)(C)OC(=O)N1CCC(CC1)OC1=C(C=C(C=C1)NC=1C2=C(N=CN1)C=NC(=C2)F)C.FC(CNC(C2=CC=CC=C2)=O)(CC)F N-(2,2-difluorobutyl)benzamide Tert-butyl-4-[4-({6-fluoropyrido[3,4-d]pyrimidin-4-yl}amino)-2-methylphenoxy]piperidine-1-carboxylate